COCCOCCOC=1C=C(C(=O)NC2=CC=C(C=C2)C#CC2=CC=CC3=CC=CC=C23)C=C(C1OCCOCCOC)OCCOCCOC 3,4,5-tris(2-(2-methoxyethoxy)ethoxy)-N-(4-(naphthalen-1-ylethynyl)phenyl)benzamide